[4-(4-{[4-(trifluoromethyl)phenyl]amino}pyrimidin-2-yl)piperazin-1-yl]prop-2-en-1-one FC(C1=CC=C(C=C1)NC1=NC(=NC=C1)N1CCN(CC1)C(C=C)=O)(F)F